undec-2-enoic Acid C(C=CCCCCCCCC)(=O)O